1-butyl-3-(3-((2,6-dimethyl-14-octadecyldotriacontan-9-yl)thio)propyl)-1H-imidazol-3-ium chloride [Cl-].C(CCC)N1C=[N+](C=C1)CCCSC(CCC(CCCC(C)C)C)CCCCC(CCCCCCCCCCCCCCCCCC)CCCCCCCCCCCCCCCCCC